C1(=CC=CC=C1)C(COC1=C(C=CC=C1)O)CC(CC(CCCC)C1=CC=CC=C1)C1=CC=CC2=CC3=CC4=CC=C5C=C6C=C7C=C8C=CC=CC8=CC7=CC6=CC5=C4C=C3C=C12 2,6-diphenyl-4-octaphenyl-Decyloxyphenol